(4-(dimethylamino)phenyl)-5-phenylAzole-4-carboxylic acid ethyl ester C(C)OC(=O)C=1C=C(NC1C1=CC=CC=C1)C1=CC=C(C=C1)N(C)C